C(C)(C)(C)OC(NC1=NC=CC2=C(C=CC=C12)NCC1=CC=C(C=C1)COC1CCN(CC1)C)=O (5-((4-(((1-methylpiperidin-4-yl)oxy)methyl)benzyl)amino)isoquinolin-1-yl)carbamic acid tert-butyl ester